CC1(C2=CC(=CC=C2NC=2C=CC(=CC12)CO)CN1CCNCC1)C (9,9-dimethyl-7-(piperazin-1-ylmethyl)-9,10-dihydroacridin-2-yl)methanol